C(CCC)OC1=CC=C(C=C1)C1=CN=CC(=N1)C(=O)N/N=C/C1=CC(=CC(=C1)OC)OC 6-(4-butoxyphenyl)-N'-[(E)-(3,5-dimethoxyphenyl)methylene]pyrazine-2-carbohydrazide